FC=1C=C(C=C(C1F)C(F)(F)F)C1C(=CNC=C1C(=O)OC)C(=O)OC Dimethyl 4-(3,4-difluoro-5-(trifluoromethyl)phenyl)-1,4-dihydropyridine-3,5-dicarboxylate